C(C)N1C=2C=C(C(=NC2C(=CC1=O)C)NC1=C(C=CC=C1)C)NC(C1=CC(=CC(=C1)C(F)(F)F)F)=O N-(5-ethyl-8-methyl-6-oxo-2-(o-toluylamino)-5,6-dihydro-1,5-naphthyridin-3-yl)-3-fluoro-5-(trifluoromethyl)benzamide